hydroxy-N,N-diethyltryptamine OC(N(CC)CC)CC1=CNC2=CC=CC=C12